3-propenyl-1,2-diethyloxypropane C(=CC)CC(COCC)OCC